C(C)(C)(C)OC(=O)N1[C@@H]2CN([C@H](C1)C2)C2=CC(=CC=C2)C=O (1S,4S)-5-(3-formylphenyl)-2,5-diazabicyclo[2.2.1]heptane-2-carboxylic acid tert-butyl ester